OC=1C=CC(=C(C1)C=1C=C(C=NC1)C=1N(C=CC1)C(=O)OC(C)(C)C)OC tert-butyl 2-(5-(5-hydroxy-2-methoxyphenyl)pyridin-3-yl)-1H-pyrrole-1-carboxylate